CC1=CCC(CC1)C(=C)CCC 1-methyl-4-(pent-1-en-2-yl)cyclohex-1-ene